4-(6-(4-((3-chloro-5-(methylsulfonyl)phenyl)carbamoyl)-1-methyl-1H-pyrrol-2-yl)-5-fluoropyridin-3-yl)piperazine-1-carboxylic acid methyl ester COC(=O)N1CCN(CC1)C=1C=NC(=C(C1)F)C=1N(C=C(C1)C(NC1=CC(=CC(=C1)S(=O)(=O)C)Cl)=O)C